C(#N)C(CC(C(=O)O)SC(=S)C1=CC=CC=C1)C 4-cyano(phenylcarbonothioylthio)pentanoic acid